1-(1-(2-oxo-2H-chromen-8-yl)-1H-1,2,3-triazole-4-yl)-1H-indole O=C1OC2=C(C=CC=C2C=C1)N1N=NC(=C1)N1C=CC2=CC=CC=C12